ethyl(n-hexoxy)silane C(C)[SiH2]OCCCCCC